4,4'-bis[2-((2S)-1-{(2S)-2-[(methoxycarbonyl)amino]-3-methylbutanoyl}-2-pyrrolidinyl)-1H-imidazol-4-yl]-1,1'-biphenyl COC(=O)N[C@H](C(=O)N1[C@@H](CCC1)C=1NC=C(N1)C1=CC=C(C=C1)C1=CC=C(C=C1)C=1N=C(NC1)[C@H]1N(CCC1)C([C@H](C(C)C)NC(=O)OC)=O)C(C)C